FC=1C(=NC(=NC1)NC1=CC(=C(C=C1)O[C@@H](CO)C)F)NC=1C=C(C=CC1)NC(C=C)=O (R)-N-(3-(5-fluoro-2-(3-fluoro-4-(1-hydroxypropan-2-yloxy)phenylamino)pyrimidin-4-ylamino)phenyl)acrylamide